racemic-difluorocyclopropane FC1(CC1)F